[N+](#[C-])C=1C=CC(=C(C1)NC(C)=O)NCC1OCC1 N-(5-isocyano-2-((oxetan-2-ylmethyl)amino)phenyl)acetamide